C12(CC(C1)C2)NC(=O)NCC2=CC(=CC=C2)C(F)(F)F 1-(1-bicyclo[1.1.1]pentanyl)-3-[[3-(trifluoromethyl)phenyl]methyl]urea